(3-(3-(2-methoxypyrimidin-5-yl)benzyl)-1,2,3-oxadiazol-3-ium-5-yl)((3-(trifluoromethyl)phenyl)carbamoyl)amide COC1=NC=C(C=N1)C=1C=C(C[N+]2=NOC(=C2)[N-]C(NC2=CC(=CC=C2)C(F)(F)F)=O)C=CC1